5-(N-(2-(4-(isoxazole-5-carbonyl)piperazin-1-yl)phenyl)-N-phenethylsulfamoyl)3-methylbenzofuran-2-carboxylic acid O1N=CC=C1C(=O)N1CCN(CC1)C1=C(C=CC=C1)N(S(=O)(=O)C=1C=CC2=C(C(=C(O2)C(=O)O)C)C1)CCC1=CC=CC=C1